[N+](=O)([O-])C=1C(=NC=CC1)N 3-nitro-pyridine-2-amine